4-(3-methylmorpholino)aniline CC1COCCN1C1=CC=C(N)C=C1